3-[[1-[3-[(1S)-1-(2,2-difluoro-1,3-benzodioxol-5-yl)ethoxy]-4-fluoro-phenyl]-3-(trifluoromethyl)-4,5,6,7-tetrahydroindazol-7-yl]oxy]bicyclo[1.1.1]pentane-1-carbonitrile FC1(OC2=C(O1)C=CC(=C2)[C@H](C)OC=2C=C(C=CC2F)N2N=C(C=1CCCC(C21)OC21CC(C2)(C1)C#N)C(F)(F)F)F